C(#N)C=1C(=NC(=NC1)N1CCN(CC1)C(=O)C1=CC=C(C=C1)C1=NC2=C(N1)C=CC=C2C(=O)N)OC 2-(4-(4-(5-cyano-4-methoxypyrimidin-2-yl)piperazine-1-carbonyl)phenyl)-1H-benzo[d]imidazole-4-carboxamide